C(C)(C)(C)OC(=O)N1[C@@H](C[C@H](C1)CC1=CC=C(C=C1)F)C(=O)O (2s,4r)-1-(tert-butoxycarbonyl)-4-(4-fluorobenzyl)pyrrolidine-2-carboxylic acid